N-((1s,4s)-4-(methyl(3,3,3-trifluoropropyl)amino)cyclohexyl)-5H-pyrrolo[3,2-d]pyrimidine-4-carboxamide CN(C1CCC(CC1)NC(=O)C=1C2=C(N=CN1)C=CN2)CCC(F)(F)F